benzyl 3-(6-{4-[(4-{[4-(pentafluoro-λ6-sulfanyl)phenyl]amino}piperidin-1-yl)sulfonyl]phenyl}-[1,2,4]triazolo[4,3-a]pyridin-3-yl)azetidine-1-carboxylate FS(C1=CC=C(C=C1)NC1CCN(CC1)S(=O)(=O)C1=CC=C(C=C1)C=1C=CC=2N(C1)C(=NN2)C2CN(C2)C(=O)OCC2=CC=CC=C2)(F)(F)(F)F